3-(2,6-dichlorophenyl)-1-methyl-8-(1-(piperidin-4-yl)-1H-pyrazol-4-yl)-1,2,3,7-tetrahydro-4H-pyrrolo[3',2':5,6]pyrido[4,3-d]pyrimidin-4-one ClC1=C(C(=CC=C1)Cl)N1CN(C2=C(C1=O)C=NC1=C2C=C(N1)C=1C=NN(C1)C1CCNCC1)C